6,7-dihydro-5H-cyclopenta[b]pyridin-2-ol N1=C2C(=CC=C1O)CCC2